5-bromo-4-methoxy-1-(oxetan-3-yl)-1H-Benzo[d]imidazole BrC1=C(C2=C(N(C=N2)C2COC2)C=C1)OC